NC1=C2C(=NC=N1)N(N=C2C2=CC=C(C=C2)OC2=CC=CC=C2)[C@H]2CN(CCC2)C(=O)C2=C(C(=C(C(=C2F)F)F)F)S(=O)(=O)N (R)-2-(3-(4-amino-3-(4-phenoxyphenyl)-1H-pyrazolo[3,4-d]pyrimidin-1-yl)piperidine-1-carbonyl)-3,4,5,6-tetrafluorobenzenesulfonamide